CC1=NC=C(C(=C1C(=O)O)C(=O)O)C 2,5-dimethyl-3,4-pyridinedicarboxylic acid